N1=C(C=CC=C1C1=C(C=CC(=C1)C)C=1C(=C(C=C(C1)C(C)(C)C)C12CC3CC(CC(C1)C3)C2)O)C2=C(C=CC(=C2)C)C=2C(=C(C=C(C2)C(C)(C)C)C23CC1CC(CC(C2)C1)C3)O 2',2'''-(Pyridine-2,6-diyl)bis(3-((3r,5r,7r)-adamantan-1-yl)-5-(tert-butyl)-4'-methyl-[1,1'-biphenyl]-2-ol)